2-(5-(2-ethoxy-2-oxoethoxy)-1H-indol-3-yl)-N,N-dimethylethane-1-amine C(C)OC(COC=1C=C2C(=CNC2=CC1)CCN(C)C)=O